1-(3-((2,4-dimethylphenyl)sulfinyl)phenyl)piperazine CC1=C(C=CC(=C1)C)S(=O)C=1C=C(C=CC1)N1CCNCC1